(3-(6-amino-2,3-difluorophenyl)propyl)-carbamic acid tert-butyl ester C(C)(C)(C)OC(NCCCC1=C(C(=CC=C1N)F)F)=O